benzyl 2-acetyl-3-(3-bromophenyl)-4-(4-chlorophenyl)-4-oxobutyrate C(C)(=O)C(C(=O)OCC1=CC=CC=C1)C(C(=O)C1=CC=C(C=C1)Cl)C1=CC(=CC=C1)Br